FC1=C(C=CC(=C1C)F)C=1C=C2C(=NC1)N(C(N2CC(CC)=O)=O)CC2=CC=C(C=C2)OC 6-(2,4-difluoro-3-methylphenyl)-3-(4-methoxybenzyl)-1-(2-oxobutyl)-1,3-dihydro-2H-imidazo[4,5-b]pyridin-2-one